FC1=C2C=CNC2=CC(=C1OC=1C=CC(=C(C1)C=1NC(=CN1)CC1=CN=C(S1)CCC(=O)O)F)F 3-(5-((2-(5-((4,6-difluoro-1H-indol-5-yl)oxy)-2-fluorophenyl)-1H-imidazol-5-yl)methyl)thiazol-2-yl)propanoic acid